ClCCCCCCCCCCCO 11-chloro-1-undecanol